COC=1C=C(C=CC1)C1(OC(OC1C)=O)C=C 4-(3-methoxyphenyl)-4-vinyl-5-methyl-1,3-dioxolane-2-one